FC=1C(=CC=2C3=C(NC(C2C1)=O)COCC3N(C(=O)C=3C=NN(C3)C(F)(F)F)C)F N-(8,9-difluoro-6-oxo-1,4,5,6-tetrahydro-2H-pyrano[3,4-c]isoquinolin-1-yl)-N-methyl-1-(trifluoromethyl)-1H-pyrazole-4-carboxamide